OC1(CC(C1)C(=O)N1CC2(C1)CCC(CC2)OC2=CC(=CC(=C2)C)OC)C ((1s,3s)-3-Hydroxy-3-methylcyclobutyl)(7-(3-methoxy-5-methylphenoxy)-2-azaspiro[3.5]nonan-2-yl)methanone